3,6-difluoroacenaphthylen-1(2H)-one FC1=C2CC(C=3C=CC(=C(C=C1)C32)F)=O